NCCCNC1=C2C(N(C(C2=CC=C1)=O)C1C(NC(CC1)=O)=O)=O 4-((3-aminopropyl)amino)-2-(2,6-dioxopiperidin-3-yl)isoindoline-1,3-dione